C1(=CC=C(C=C1)C(C(=O)O)CC(=O)O)C1=CC=CC=C1 2-([1,1'-biphenyl]-4-yl)succinic acid